6-[4,4-bis(4-bromophenyl)-2,5-dioxoimidazolidin-1-yl]hexanoic acid BrC1=CC=C(C=C1)C1(NC(N(C1=O)CCCCCC(=O)O)=O)C1=CC=C(C=C1)Br